[Si](C)(C)(C(C)(C)C)OC=1C=C2C(=NN(C2=CC1)C1OCCCC1)C=1C=NN(C1)C[C@H](COCC[C@@H](C)O)C (2R)-4-[(2R)-3-[4-[5-[tert-butyl(dimethyl)silyl]oxy-1-tetrahydropyran-2-yl-indazol-3-yl]pyrazol-1-yl]-2-methyl-propoxy]butan-2-ol